(1-(1-methyl-4-(trifluoromethyl)-1H-imidazol-2-yl)-2-oxabicyclo[2.2.2]oct-4-yl) methyl-4-methylbenzenesulfonate CC1=C(C=CC(=C1)C)S(=O)(=O)OC12COC(CC1)(CC2)C=2N(C=C(N2)C(F)(F)F)C